N[C@@H]1CN(CCC1)C=1C=CC(=NC1)C#N 5-[(3S)-3-amino-1-piperidyl]pyridine-2-carbonitrile